N-methyl-5-(4-(3-(8-oxo-1-(trifluoromethyl)-7,8-dihydroimidazo[1,5-a]pyrazin-6-yl)pyrrolidin-1-yl)piperidin-1-yl)picolinamide CNC(C1=NC=C(C=C1)N1CCC(CC1)N1CC(CC1)C=1NC(C=2N(C1)C=NC2C(F)(F)F)=O)=O